The molecule is an (omega-1)-hydroxy fatty acid that is octanoic acid in which the 7-pro-R hydrogen has been replaced by a hydroxy group. It is a medium-chain fatty acid and an (omega-1)-hydroxy fatty acid. It derives from an octanoic acid. C[C@H](CCCCCC(=O)O)O